C(CCCCCCCCCCCCCC)OS(=O)(=O)C1=CC=CC=C1.[Rb] rubidium pentadecylbenzenesulfonate